C1(CC1)C=1C=C(OC2=CNC=3N(C2=O)N=C(C3)C#N)C=CC1 6-(3-cyclopropylphenoxy)-7-oxo-4H-pyrazolo[1,5-a]pyrimidine-2-carbonitrile